ClC1=CC=C(C(NOC([C@H](CCCNC(OCC2=CC=CC=C2)=O)NC(C2=C(C=CC=C2OC)OC)=O)=O)=N)C=C1 Benzyl (S)-(5-((4-chlorobenzimidamido)oxy)-4-(2,6-dimethoxybenzamido)-5-oxopentyl)carbamate